germanium chloride [Ge](Cl)Cl